2-[3-(2,2-difluorocyclopropyl)-4-(3,5-difluorophenyl)-6-oxopyridazin-1-yl]-N-(5-fluoropyrimidin-4-yl)acetamide FC1(C(C1)C1=NN(C(C=C1C1=CC(=CC(=C1)F)F)=O)CC(=O)NC1=NC=NC=C1F)F